ClC=1N=NC(=CC1I)Cl 3,6-dichloro-4-iodopyridazine